COP(O)(=O)F O-methyl-fluorophosphonic acid